[B-](C1=CC=CC=C1)(O)(O)O.[Na+] SODIUM (TRIHYDROXY)PHENYLBORATE